CC(CCCC)OCCNCCCN1CCOCC1 N-(2-(2-hexoxy)ethyl)-3-morpholinopropan-1-amine